N1C=C(C2=CC=CC=C12)C1N(CC2=C(C=CC=C12)C1=CC=CC=C1)C(=O)N (1H-indol-3-yl)-4-phenylisoindoline-2-carboxamide